CN1N=C(C=C1C1=NC=CC=C1)NC1=NC=CC(=C1)C1=CC=CC=C1 N-[1-methyl-5-(pyridin-2-yl)-1H-pyrazol-3-yl]-4-phenylpyridin-2-amine